benzyl-2-phenoxy-5,6,7,8-tetrahydro-1,7-naphthyridine C(C1=CC=CC=C1)C=1C(=NC=2CNCCC2C1)OC1=CC=CC=C1